O=C1CCCCC2=C1C=CC(=C2)CC(=O)OC methyl 2-(5-oxo-6,7,8,9-tetrahydro-5H-benzo[7]annulen-2-yl)acetate